sodium 1-(6-(2-oxa-8-azaspiro[4.5]decan-8-yl) pyrimidin-4-yl)-4-(1H-1,2,3-triazol-1-yl)-1H-pyrazol-5-carboxylate C1OCCC12CCN(CC2)C2=CC(=NC=N2)N2N=CC(=C2C(=O)[O-])N2N=NC=C2.[Na+]